4-amino-7-cyclopropyl-1-(o-tolyl)pyrido[4,3-d]pyrimidin-2(1H)-one NC=1C2=C(N(C(N1)=O)C1=C(C=CC=C1)C)C=C(N=C2)C2CC2